(6-Chloro-pyridin-3-yl)-(3-dimethylaminomethyl-phenyl)-amine ClC1=CC=C(C=N1)NC1=CC(=CC=C1)CN(C)C